NC1=C(N=C(N1C1=C(C(=CC=C1C)OC)C)C(=O)NC1=CC(=C(C=C1)F)Cl)C#N 5-amino-N-(3-chloro-4-fluorophenyl)-4-cyano-1-(3-methoxy-2,6-dimethylphenyl)-1H-imidazole-2-carboxamide